tert-butyl (2S,4S)-2-(cyanomethyl)-4-(6-fluoro-8-methyl-7-(1-methyl-1H-indazol-3-yl)-4-(methylsulfinyl)-1H-[1,2,3]triazolo[4,5-c]quinolin-1-yl)piperidine-1-carboxylate C(#N)C[C@H]1N(CC[C@@H](C1)N1N=NC=2C(=NC=3C(=C(C(=CC3C21)C)C2=NN(C1=CC=CC=C21)C)F)S(=O)C)C(=O)OC(C)(C)C